C(#N)C=1C=NN2C1C(=CC(=C2)OCC)C=2C=CC(=NC2)N2CCC(CC2)(C)NC(=O)C2(CCCC2)NC(OC(C)(C)C)=O tert-butyl (1-((1-(5-(3-cyano-6-ethoxypyrazolo[1,5-a]pyridin-4-yl)pyridin-2-yl)-4-methylpiperidin-4-yl)carbamoyl)cyclopentyl)carbamate